F[C@H]1[C@H](CNC1)NC=1C=C2CN3[C@@H](C2=CC1)CN(C[C@H]3C)C3=C1N=CC=NC1=C(C=C3)C(F)(F)F (4R,10bS)-N-[(3S,4R)-4-fluoropyrrolidin-3-yl]-4-methyl-2-[8-(trifluoromethyl)quinoxalin-5-yl]-3,4,6,10b-tetrahydro-1H-pyrazino[2,1-a]isoindol-8-amine